OC=CC=CCCCCCCCCCCCCC hydroxy-(9E,11Z)-heptadecadiene